ClC=1N=C(C2=C(N1)CCS2)NC2=CC=C1C=CC(NC1=C2)=O 7-((2-chloro-6,7-dihydrothieno[3,2-d]pyrimidin-4-yl)amino)quinolin-2(1H)-one